(1R,4R)-4-(4-(((R)-1-(4-bromothiophene-2-yl)ethyl)amino)-7-methoxy-2-methyl-quinazoline-6-yl)cyclohexane-1-carboxylic acid BrC=1C=C(SC1)[C@@H](C)NC1=NC(=NC2=CC(=C(C=C12)C1CCC(CC1)C(=O)O)OC)C